5-amino-3-(5-cyclopropylisoxazol-3-yl)-1-(1-methylcyclopropyl)-1H-pyrazole-4-carbonitrile NC1=C(C(=NN1C1(CC1)C)C1=NOC(=C1)C1CC1)C#N